FC=1C=C2NC(CN(C2=CC1F)CC1=CC=C(C=C1)C(F)(F)F)C1=CC=CC=C1 6,7-difluoro-3-phenyl-1-(4-(trifluoromethyl)benzyl)-1,2,3,4-tetrahydroquinoxaline